C[C@@H]1[C@H]([C@H](CC1)[C@H](C=O)C)C=O (1R,2S,5R)-2-Methyl-5-((R)-1-oxopropan-2-yl)-cyclopentanecarbaldehyde